3-((5-chloro-2-((4-(4-methylpiperazin-1-yl)-2-(trifluoromethyl)phenyl)amino)pyrimidin-4-yl)amino)thiophene-2-carboxamide ClC=1C(=NC(=NC1)NC1=C(C=C(C=C1)N1CCN(CC1)C)C(F)(F)F)NC1=C(SC=C1)C(=O)N